2-[6-[[4-(trifluoromethyl)thiazol-2-yl]methyl]-2-azaspiro[3.3]heptane-2-carbonyl]-2,5-diazaspiro[3.4]octan-6-one FC(C=1N=C(SC1)CC1CC2(CN(C2)C(=O)N2CC3(C2)NC(CC3)=O)C1)(F)F